3-fluoro-1-methyl-1H-pyrrolo[2,3-b]Pyridine FC1=CN(C2=NC=CC=C21)C